C(C=C)(=O)N1CCN(CC1)C1=C(C=C(C=C1)C=1C=2N(C=C(C1)C=1C=NN(C1)C)N=CC2C#N)[N+](=O)[O-] 4-(4-(4-Acryloylpiperazin-1-yl)-3-nitrophenyl)-6-(1-methyl-1H-pyrazol-4-yl)pyrazolo[1,5-a]pyridine-3-carbonitrile